trimethylsilicon methacrylate C(C(=C)C)(=O)[O-].C[Si+](C)C